O(S(=O)(=O)C(F)(F)F)C1=NN(C(=C1C)NC(=O)N[C@@H]1CN(C[C@H]1C1=CC(=C(C=C1)F)F)CCOC)C1=CC=CC=C1 5-(3-((3s,4r)-4-(3,4-difluorophenyl)-1-(2-methoxyethyl) pyrrolidin-3-yl) ureido)-4-methyl-1-phenyl-1H-pyrazol-3-yl triflate